ClC1=C(C(=CC(=C1)F)F)NC=1N(C2=NC(=NC=C2N1)N[C@@H]1[C@@H](COCC1)F)C1CCC(CC1)(C(=O)N)C (1R,4s)-4-(8-(2-chloro-4,6-difluorophenylamino)-2-((3S,4S)-3-fluorotetrahydro-2H-pyran-4-ylamino)-9H-purin-9-yl)-1-methylcyclohexanecarboxamide